[Sn].[Cu].[Zn] zinc-copper-tin